N-[trans-4-[(4,7-diamino-5,5-dimethyl-6H-benzo[H]quinazolin-8-yl)oxy]cyclohexyl]carbamic acid tert-butyl ester C(C)(C)(C)OC(N[C@@H]1CC[C@H](CC1)OC=1C=CC2=C(CC(C=3C(=NC=NC23)N)(C)C)C1N)=O